COC=1C=CC=NC1OCCC 5-methoxy-6-propoxypyridin